2-((((((5-phenylisoxazol-3-yl)methyl)amino)methyl)phenoxy)methyl)nicotinonitrile C1(=CC=CC=C1)C1=CC(=NO1)CNCC1=C(OCC2=C(C#N)C=CC=N2)C=CC=C1